1-benzyl-5-(2-methoxy-2-oxo-ethyl)pyridine C(C1=CC=CC=C1)N1CC=CC(=C1)CC(=O)OC